C1(=CC=CC=C1)C1=NC(=NC(=N1)C1=CC=CC=C1)C1=CC=CC=2OC3=C(C21)C=C(C=C3)B3OC(C(O3)(C)C)(C)C 2,4-diphenyl-6-[8-(4,4,5,5-tetramethyl-[1,3,2]dioxaborolan-2-yl)-dibenzofuran-1-yl]-[1,3,5]triazine